5-(8-(2-azabicyclo[3.1.0]hexan-2-yl)imidazo[1,2-b]pyridazin-6-yl)pyrimidine-2,4(1H,3H)-dione C12N(CCC2C1)C=1C=2N(N=C(C1)C=1C(NC(NC1)=O)=O)C=CN2